(3R)-N-[5-(2-chloro-5-cyanophenyl)-1H-indazol-3-yl]pyrrolidine-3-carboxamide hydrochloride Cl.ClC1=C(C=C(C=C1)C#N)C=1C=C2C(=NNC2=CC1)NC(=O)[C@H]1CNCC1